ClC=1C(=NC=CC1)/C(=N/OS(=O)(=O)C1=CC=C(C)C=C1)/C#N (Z)-3-CHLORO-N-(TOSYLOXY)PICOLINIMIDOYL CYANIDE